Cl.FC=1C=CC=CC1 3-fluorobenzene hydrochloride